3-methyl-N-(2-methylisoindolin-4-yl)pyridine-2-sulfonamide CC=1C(=NC=CC1)S(=O)(=O)NC1=C2CN(CC2=CC=C1)C